C(#N)[C@H]1N(CC(C1)(F)F)C(CNC(=O)C1=CC=NC2=CC=C(C=C12)OCCCN1[C@@H]2CN([C@H](C1)C2)C(=O)[O-])=O (1S,4S)-5-(3-((4-((2-((S)-2-cyano-4,4-difluoropyrrolidin-1-yl)-2-oxoethyl)carbamoyl)quinolin-6-yl)oxy)propyl)-2,5-diazabicyclo[2.2.1]heptane-2-carboxylate